ClC=1C(=C2C=NNC2=C(C1F)N(C)C(C(F)F)C)C=1N=CC=2N(C1)C=C(N2)NC(=O)[C@H]2[C@H](C2)F (1S,2S)-N-(6-(5-chloro-7-((1,1-difluoropropan-2-yl)(methyl)amino)-6-fluoro-1H-indazol-4-yl)imidazo[1,2-a]pyrazin-2-yl)-2-fluorocyclopropane-1-carboxamide